3-(1,4-dimethyl-1H-benzo[d][1,2,3]triazol-5-yl)-2-methylpropanoate CN1N=NC2=C1C=CC(=C2C)CC(C(=O)[O-])C